C(#N)N=C(NCCCCCCC1CN(CC1)C(C1=CC=CC=C1)=O)NC1=CC=NC=C1 2-cyano-1-(6-((1-benzoyl)pyrrolidine-3-yl)hexyl)-3-(4-pyridinyl)guanidine